OC=1C=C2CCC3([C@H](C2=CC1)C1=CC=C(C=C1)N1CCC(CC1)CN1CCN(CC1)C=1C=C2CN(C(C2=CC1)=O)C1CNCCC1)CCCC3 3-(5-(4-((1-(4-((S)-6'-Hydroxy-3',4'-dihydro-1'H-spiro[cyclopentane-1,2'-naphthalen]-1'-yl)phenyl)piperidin-4-yl)methyl)piperazin-1-yl)-1-oxoisoindolin-2-yl)piperidine